CN(C(C)=O)[C@@H](C1=CC(=CC=C1)N1C(C2=CC(=CC(=C2C1)C(F)(F)F)CNC1(CCC1)C)=O)C1=NN=CN1C (S)-N-methyl-N-((4-methyl-4H-1,2,4-triazol-3-yl)(3-(6-(((1-methylcyclobutyl)amino)methyl)-1-oxo-4-(trifluoromethyl)isoindolin-2-yl)phenyl)-methyl)acetamide